BrC1=NC(=CC2=C1OCC(O2)C)I 5-Bromo-7-iodo-2-methyl-2,3-dihydro-[1,4]dioxino[2,3-c]pyridine